ClC1=C(C(=O)O)C=CC(=C1SC)C(F)F 2-chloro-4-(difluoromethyl)-3-(methylsulfanyl)benzoic acid